C(C1=CC=CC=C1)(=O)C1=CC=C2C=3C=CC(=CC3CC2=C1)C(C(C)(C)O)=O 1-(7-benzoyl-9H-fluoren-2-yl)-2-hydroxy-2-methylpropan-1-one